N6-glycinylcarbamoyl-adenine NCC(=O)NC(=O)NC1=C2NC=NC2=NC=N1